FC1=C2C(=NNC2=CC=C1B1OC(C(O1)(C)C)(C)C)N 4-fluoro-5-(4,4,5,5-tetramethyl-1,3,2-dioxaborolan-2-yl)-1H-indazol-3-amine